C(C)C1(CNC1)OC=1C=CC(=NC1)C(=O)NC 5-((3-ethylazetidin-3-yl)oxy)-N-methylpyridinecarboxamide